FC1(C(CNCC1)C1=CC=[N+](C=C1)[O-])F 4-(4,4-difluoropiperidin-3-yl)pyridine 1-oxide